isopropyl (S)-6-diazo-2-((R)-2-methoxy-2-(3-methoxypyridin-4-yl)acetamido)-5-oxohexanoate [N+](=[N-])=CC(CC[C@@H](C(=O)OC(C)C)NC([C@@H](C1=C(C=NC=C1)OC)OC)=O)=O